COC([C@@H](N(C([C@@H](NCCCC1=CC(=C(C=C1)OC)O)CC(O)=O)=O)C1=CC=CC=C1)C)=O N-[N-[3-(3-hydroxy-4-methoxyphenyl)propyl]-alpha-aspartyl]-phenylalanine 1-methyl ester